5-((2-Hydroxyphenyl)amino)-3-(1H-indol-4-yl)pyridin OC1=C(C=CC=C1)NC=1C=C(C=NC1)C1=C2C=CNC2=CC=C1